2-amino-5-(1-methyl-1H-pyrazol-4-yl)-N-[(1S,2S)-2-({4-[1-(piperidin-4-yl)-1H-indol-5-yl]phenyl}methoxy)cyclopentyl]pyridine-3-carboxamide NC1=NC=C(C=C1C(=O)N[C@@H]1[C@H](CCC1)OCC1=CC=C(C=C1)C=1C=C2C=CN(C2=CC1)C1CCNCC1)C=1C=NN(C1)C